Cl.O1C=CC2=C1C=CC=C2 benzofuran HCl salt